ClC1=CC=C2CCN(C2=C1)C1=NC=NC2=CC=C(C=C12)C=1C=NC(=NC1)O 5-(4-(6-chloroindolin-1-yl)quinazolin-6-yl)pyrimidin-2-ol